(R)-9-benzyl-8-(2-chloro-4-(2-(1-methylpyrrolidin-2-yl)ethoxy)phenyl)-6-(1-methylcyclopropoxy)-9H-purine C(C1=CC=CC=C1)N1C2=NC=NC(=C2N=C1C1=C(C=C(C=C1)OCC[C@@H]1N(CCC1)C)Cl)OC1(CC1)C